2-(6-nitro-1H-indol-2-yl)oxazole [N+](=O)([O-])C1=CC=C2C=C(NC2=C1)C=1OC=CN1